1-(6-amino-2,4-difluoro-3-(methoxymethyl)phenyl)ethan-1-one NC1=CC(=C(C(=C1C(C)=O)F)COC)F